1,2,4,5-benzenetetra-carboxylic acid C=1(C(=CC(=C(C1)C(=O)O)C(=O)O)C(=O)O)C(=O)O